2-(prop-2-yn-1-oxy)ethane-1-amine C(C#C)OCCN